1-isobutyl-5-(2-(4-(methylsulfonyl)phenyl)aminopyrimidin-4-yl)-pyridin-2(1H)-one C(C(C)C)N1C(C=CC(=C1)C1=NC(=NC=C1)NC1=CC=C(C=C1)S(=O)(=O)C)=O